C(CCCCCCCCCCCC=CCCCCCCCC)(=O)OCCCCCCCCCCCCCCC(=O)O 15-(docosa-13-enoyloxy)-pentadecanoic acid